CC(CC(C)O)(OOC(C(=O)[O-])(CCCC)CC)C 1,1-dimethyl-3-hydroxy-butylperoxy-2-ethylhexanoate